OC(C)(C)[C@@H]1CC[C@H](CC1)NC(C1=CC=C(C=C1)B1OC(C(O1)(C)C)(C)C)=O N-[trans-4-(2-hydroxypropan-2-yl)cyclohexyl]-4-(4,4,5,5-tetramethyl-1,3,2-dioxaborolan-2-yl)benzamide